CC(C(=O)O)(C)N1C(N(C2=C(C1=O)C(=C(S2)C=2OC=CN2)C)C[C@@H](C2=CC=CC=C2)OC2CCOCC2)=O 2-methyl-2-[5-methyl-1-[(2R)-2-(oxacyclohex-4-yloxy)-2-phenylethyl]-6-(1,3-oxazol-2-yl)-2,4-dioxo-1H,2H,3H,4H-thieno[2,3-d]pyrimidin-3-yl]propionic acid